N(CCN(CCN(CC)CC(=O)O)CC(=O)O)CC(=O)O 2,2',2''-(1,4,7-Triazanonane-1,4,7-triyl)triacetic acid